NC/C(/COC1=CC=C(C=C1)S(=O)(=O)CC1(CCOCC1)C#N)=C\F (E)-4-(((4-((2-(aminomethyl)-3-fluoroallyl)oxy)phenyl)sulfonyl)methyl)tetrahydro-2H-pyran-4-carbonitrile